Cl.N1(CCNCC1)C=1C=CC(=NC1)C(C)(C)O 2-(5-(piperazin-1-yl)pyridin-2-yl)propan-2-ol hydrochloride